C(#N)C1=CC=C(C=C1)N1CC(N(C2(CN(C2)C(=O)NC)C1=O)CC1=CC=C(C=C1)C(F)(F)F)=O 8-(4-cyanophenyl)-N-methyl-6,9-dioxo-5-(4-(trifluoromethyl)benzyl)-2,5,8-triazaspiro[3.5]-nonane-2-carboxamide